ClC1=CC(=NC=C1C(=O)NC([2H])([2H])[2H])Cl 4,6-diChloro-N-(methyl-d3)nicotinamide